tert-butyl (Z)-(1-((8-(1-ethyl-3-(trifluoromethyl)-1H-pyrazol-4-yl)-4-oxochroman-6-yl)methyl)-3-methyl-1,3-dihydro-2H-imidazol-2-ylidene)carbamate C(C)N1N=C(C(=C1)C=1C=C(C=C2C(CCOC12)=O)CN1\C(\N(C=C1)C)=N/C(OC(C)(C)C)=O)C(F)(F)F